mono-p-methoxyphenyl phosphate P(=O)(OC1=CC=C(C=C1)OC)([O-])[O-]